C1(CC1)N1N=C2C(=C1)SC(=C2)C=O (2-cyclopropyl-2H-thieno[3,2-c]pyrazol-5-yl)methanone